C(CCCCCCCCCCCCC=CCCC)(=O)[O-].[Zn+2].C(CCCCCCCCCCCCC=CCCC)(=O)[O-] zinc 14-octadecenate